cyclohexyl-N-(2-methylpyridin-4-yl)acetamide C1(CCCCC1)CC(=O)NC1=CC(=NC=C1)C